O=C1N(C(C2=CC=CC=C12)=O)CCC=O 3-(1,3-Dioxo-1,3-dihydroisoindol-2-yl)-propionaldehyde